6-[(1S,4S,5R)-5-{[4-Cyclopropyl-1-(2,6-dichlorophenyl)-1H-pyrazol-5-yl]methoxy}-2-azabicyclo[2.2.1]heptan-2-yl]pyridin C1(CC1)C=1C=NN(C1CO[C@H]1[C@@H]2CN([C@H](C1)C2)C2=CC=CC=N2)C2=C(C=CC=C2Cl)Cl